COC1=C2C(=C(C=C1)O)C(=O)C3=C(O2)C=CC(=C3)O The molecule is a member of the class of xanthones that is 9H-xanthene substituted by hydroxy groups at positions 1 and 7, a methoxy group at position 4 and an oxo group at position 9. It has been isolated from the stems of Cratoxylum cochinchinense. It has a role as a metabolite and a plant metabolite. It is an aromatic ether, a member of phenols and a member of xanthones.